1-Isopropoxy-1-oxopropane C(C)(C)OC(CC)=O